CN1N=C(C(=C1)NC(=O)[C@H]1[C@@H](CCCC1)C(C1=CC=C(C=C1)C1=CC=NN1)=O)S(N)(=O)=O (1R,2R)-N-(1-Methyl-3-sulfamoyl-1H-pyrazol-4-yl)-2-[4-(1H-pyrazol-5-yl)benzoyl]cyclohexanecarboxamide